ClC1=CC=C(C(=N1)C(=O)C1CCC1)F (6-chloro-3-fluoropyridin-2-yl)(cyclobutyl)methanone